C(C)(C)N1N=C(C=2C=NC(=CC21)NC2=NC(=NC=C2)N2CCC(CC2)OC)N2CCC(CC2)N(C)CC2=C(C=CC=C2)NC2C(NC(CC2)=O)=O 3-((2-(((1-(1-isopropyl-6-((2-(4-methoxypiperidin-1-yl)pyrimidin-4-yl)amino)-1H-pyrazolo[4,3-c]pyridin-3-yl)piperidin-4-yl)(methyl)amino)methyl)phenyl)amino)piperidine-2,6-dione